C1(CCC(N1C(C(=O)[O-])CC(=O)[O-])=O)=O succinimidylsuccinate